C(=O)C=1C(=CC2=CC=CC=C2C1)CNC(OC(C)(C)C)=O tert-butyl (3-formylnaphthalen-2-yl)methylcarbamate